N1=CC=CC2=CC(=CC=C12)/C=C/C(=O)OCCCCCC Hexyl (E)-3-(quinolin-6-yl)acrylate